BrC1=CC2=C(CCC=3C(=NN(C23)C2=CC(=CC(=C2)F)F)C(=O)N2C(COCC2)(C)C)C=C1OC [8-bromo-1-(3,5-difluorophenyl)-7-methoxy-4,5-dihydrobenzo[g]indazol-3-yl]-(3,3-dimethylmorpholin-4-yl)methanone